C(=C)N1NC=CC=C1 N-vinyl-pyridazine